FC1(CCC(CC1)[C@H](NC(=O)C1=CC=NN1C(C)C)C1=NC2=C(N1)C=C(C=C2)[C@@H](C)NC(CCC(F)(F)F)=O)F N-((S)-(4,4-Difluorocyclohexyl)(6-((R)-1-(4,4,4-trifluorobutanamido)ethyl)-1H-benzo[d]imidazol-2-yl)methyl)-1-isopropyl-1H-pyrazole-5-carboxamide